FC=1C=C(C=NC1NCCO)CNC(=O)NC=1SC=C(N1)C(C)(C)C1=CC=C(C=C1)OC 1-((5-fluoro-6-((2-hydroxy-ethyl)amino)pyridin-3-yl)-methyl)-3-(4-(2-(4-meth-oxyphenyl)propan-2-yl)-thiazol-2-yl)urea